N-[(6S)-1'-(7-bromo-6-methyl-pyrazolo[1,5-a]pyrazin-4-yl)-2-methoxy-spiro[4,6-dihydro-cyclopenta[D]thiazol-5,4'-piperidin]-6-yl]carbamic acid tert-butyl ester C(C)(C)(C)OC(N[C@@H]1C2=C(N=C(S2)OC)CC12CCN(CC2)C=2C=1N(C(=C(N2)C)Br)N=CC1)=O